6-(7-(2-morpholinoethoxy)imidazo[1,2-a]pyridine-3-carbonyl)-N-(3-(trifluoromethyl)phenyl)-4,5,6,7-tetrahydrothieno[2,3-c]pyridine-3-carboxamide O1CCN(CC1)CCOC1=CC=2N(C=C1)C(=CN2)C(=O)N2CC1=C(CC2)C(=CS1)C(=O)NC1=CC(=CC=C1)C(F)(F)F